C(C=C)(=O)N1C(CN(CC1)C=1C2=C(N=C(N1)OCCN(C)C)CN(CC2)C2=CC(=CC1=CC=CC=C21)O)C(=O)N(C)C 1-acryloyl-4-(2-(2-(dimethylamino)ethoxy)-7-(3-hydroxynaphthalen-1-yl)-5,6,7,8-tetrahydropyrido[3,4-d]pyrimidin-4-yl)-N,N-dimethylpiperazine-2-carboxamide